2-(8-(5-(trifluoromethyl)pyrimidin-2-yl)-2,8-Diazaspiro[4.5]decan-2-yl)ethyl acetate C(C)(=O)OCCN1CC2(CC1)CCN(CC2)C2=NC=C(C=N2)C(F)(F)F